IC1=CC(=C(C=C1)OC(F)(F)F)C 4-iodo-2-methyl-1-(trifluoromethoxy)benzene